2-(1-(4-(2-Fluoroethoxy)phenyl)-9,11-dioxo-5,6,9,11,14,15-hexahydro-10H-pyridazino[4',5':5,6]cycloocta[1,2-b]pyrrolo[3,4-g]quinoxalin-10-yl)acetic acid FCCOC1=CC=C(C=C1)C1=NN=CC2=C1CCC=1C(=NC=3C=C4C(=CC3N1)C(N(C4=O)CC(=O)O)=O)CC2